4-(difluoromethyl)-2-(3-((S)-(4-methyl-4H-1,2,4-triazol-3-yl)(oxetan-3-yl)methyl)phenyl)-6-((S)-1-((1-methylcyclobutyl)amino)ethyl)isoindolin-1-one FC(C1=C2CN(C(C2=CC(=C1)[C@H](C)NC1(CCC1)C)=O)C1=CC(=CC=C1)[C@H](C1COC1)C1=NN=CN1C)F